4-nitro-N1-((tetrahydro-2H-pyran-4-yl)methyl)benzene-1,2-diamine [N+](=O)([O-])C=1C=C(C(=CC1)NCC1CCOCC1)N